[Br-].C(C)O[Si](OCC)(OCC)CCCN1CN(C=C1)CCCCCCCCCCCC 1-(triethoxysilylpropyl)-3-dodecylimidazole bromide